3-[2-fluoro-4-[(3R)-3-(methoxymethyl)piperazin-1-yl]phenyl]piperidine-2,6-dione FC1=C(C=CC(=C1)N1C[C@@H](NCC1)COC)C1C(NC(CC1)=O)=O